FC(N1C=NC2=C1C=CC(=C2)OC2=CC(=C(C=C2C)NC=2C1=C(N=CN2)C=CC(=N1)N1CCN(CC1)C(C=C)=O)OC)F 1-(4-(4-((4-((1-(difluoromethyl)-1H-benzo[d]imidazol-5-yl)oxy)-2-methoxy-5-methylphenyl)amino)pyrido[3,2-d]pyrimidin-6-yl)piperazin-1-yl)prop-2-en-1-one